[C@@H]1([C@H](CCCC1)C(=O)OC)C(=O)[O-] 2-methyl cis-cyclohexane-1,2-dicarboxylate